4-((tert-butyldimethylsilyl)oxy)-2-butanol [Si](C)(C)(C(C)(C)C)OCCC(C)O